N1(C=NC=C1)CCC(=O)[O-] 3-(1H-imidazol-1-yl)propanoate